FC(C1=CC(=NO1)CNC(=O)C=1OC=CC1)(F)F N-((5-(trifluoromethyl)isoxazol-3-yl)methyl)furan-2-carboxamide